CN1[C@@H](CCC1)C(=O)O N-Methylproline